COC=1C(=NC=CC1)NC1=NC(=NS1)C1=NC=C(C=C1)OCC(F)(F)F N-(3-methoxy-pyridin-2-yl)-3-(5-(2,2,2-trifluoroethoxy)pyridin-2-yl)-1,2,4-thiadiazol-5-amine